Beryllium nitrit N(=O)[O-].[Be+2].N(=O)[O-]